tert-butyl (2R)-2-[[(2,3-dichloro-6-hydroxyphenyl)(pyridin-4-yl)methyl]carbamoyl]pyrrolidine-1-carboxylate ClC1=C(C(=CC=C1Cl)O)C(C1=CC=NC=C1)NC(=O)[C@@H]1N(CCC1)C(=O)OC(C)(C)C